C(C)(=O)C1=C(C=CC(=N1)/C(=N/OCC)/N)CS(NC)(=O)=O (Z)-6-acetyl-N'-ethoxy-5-(N-methylsulfamoyl)methylpyridineamidine